3-(pyridin-4-yl)propane N1=CC=C(C=C1)CCC